12-(3-aminophenyl)-9-hydroxy-4-thia-2,12-diazatricyclo[7.3.0.03,7]dodeca-1,3(7),5-trien-8-one NC=1C=C(C=CC1)N1CCC2(C(C=3C=CSC3N=C12)=O)O